(6aR,9R)-5-bromo-4-(dimethylglycyl)-N,N-diethyl-7-methyl-4,6,6a,7,8,9-hexahydroindolo[4,3-fg]quinoline-9-carboxamide BrC=1N(C2=CC=CC=3C4=C[C@H](CN([C@@H]4CC1C32)C)C(=O)N(CC)CC)C(CN(C)C)=O